ClC1=CC(=CC2=C1N=C(S2)C=2CN(CCC2)C(CCC=2SC=CN2)=O)C(=O)N(C)C 4-Chloro-N,N-dimethyl-2-(1-(3-(thiazol-2-yl)propanoyl)-1,2,5,6-tetrahydropyridin-3-yl)benzo[d]thiazole-6-carboxamide